FC1=CC=C(C=C1)[C@H]1C2=C(N(C([C@H]1NC(C1=CC(=CC=C1)C(F)(F)F)=O)=O)CCC)N(N=C2C)C2=CC=CC=C2 N-[(4S,5S)-4-(4-fluorophenyl)-3-methyl-6-oxo-1-phenyl-7-propyl-1H,4H,5H,6H,7H-pyrazolo[3,4-b]pyridin-5-yl]-3-(trifluoromethyl)benzamide